O=C1N(CCCC1)CCOC1=C2C(=NC(=C1)C1=CNC3=CN=C(C=C31)NC(C)=O)C3(OCC2)COCC3 N-(3-(4'-(2-(2-oxopiperidin-1-yl)ethoxy)-4,5,5',6'-tetrahydro-2H-spiro[furan-3,8'-pyrano[3,4-b]pyridin]-2'-yl)-1H-pyrrolo[2,3-c]pyridin-5-yl)acetamide